COC1=C(C(=CC=C1)OC)N1C(=NN=C1C=1C=NC=C(C1)C)NS(=O)(=O)[C@H]([C@H](C1=NC=C(C=N1)C)OC(C)C)C (1S,2S)-N-(4-(2,6-dimethoxyphenyl)-5-(5-methyl-3-pyridinyl)-4H-1,2,4-triazol-3-yl)-1-(1-methylethoxy)-1-(5-methyl-2-pyrimidinyl)-2-propanesulfonamide